C(C)[C@@]1(CC[C@@]2([C@H]3CC[C@@]4([C@H]([C@@H](C[C@H]4[C@@H]3CC[C@H]2C1)C)[C@H](C)CCCC(C)(C)O)C)C)O (3S,5S,8R,9S,10S,13S,14S,16R,17S)-3-ethyl-17-((R)-6-hydroxy-6-methylheptan-2-yl)-10,13,16-trimethylhexadecahydro-1H-cyclopenta[a]phenanthren-3-ol